CO[Si](CC[Si](OC)(OC)OC)(OC)OC 1,2-Bis(Trimethoxysilyl)-ethan